CC1(CC1)C=1C=C(N(N1)C1=CC=CC=C1)NC(=O)NC1=CC=C(C2=CC=CC=C12)OCCN1CCOCC1 1-[5-[1-methylcycloprop-1-yl]-2-phenyl-2H-pyrazol-3-yl]-3-[4-(2-morpholin-4-yl-ethoxy)naphthalen-1-yl]-urea